6-(4-acetylpiperazin-1-yl)-N-(2-methyl-benzyl)-N-methyl-3,4-dihydroisoquinoline-2(1H)-methanesulfonamide C(C)(=O)N1CCN(CC1)C=1C=C2CCN(CC2=CC1)CS(=O)(=O)N(C)CC1=C(C=CC=C1)C